CC1OC(CC(C1)N1N=CC(=C1)NC1=NC=C(C(=N1)C1=C(C(=O)O)C=CC=C1)C)C (2-((1-(cis-2,6-dimethyltetrahydro-2H-pyran-4-yl)-1H-pyrazol-4-yl)amino)-5-methylpyrimidin-4-yl)benzoic acid